ClC=1C(=NC=CN1)C=1C=NC(=NC1)OC 5-(3-chloropyrazin-2-yl)-2-methoxypyrimidine